3-[4-(3-aminophenyl)-3,6-dioxo-1-phenyl-2,5-diazaoct-7-yn-5-yl]Benzene-1-carboxamide NC=1C=C(C=CC1)C(C(NCC1=CC=CC=C1)=O)N(C(C#C)=O)C=1C=C(C=CC1)C(=O)N